(1-(4-(2,6-bis(benzyloxy)pyridin-3-yl)-2-fluorophenyl)piperidin-4-yl)methanol C(C1=CC=CC=C1)OC1=NC(=CC=C1C1=CC(=C(C=C1)N1CCC(CC1)CO)F)OCC1=CC=CC=C1